NCCCCN1C2=C(N(C(C3=C1C=C(C=C3)Cl)=O)CCOCCOC)C=CC=C2 5-(4-Aminobutyl)-3-chloro-10-[2-(2-methoxyethoxy)ethyl]-5,10-dihydro-11H-dibenzo[b,e][1,4]diazepin-11-one